ClC=1C(=C(C=CC1)NC1=NC=NC2=CC(=C(C=C12)NC(C=C)=O)C#CC1(CN(CC1)C)OC)F N-(4-((3-chloro-2-fluorophenyl)amino)-7-((3-methoxy-1-methylpyrrolidin-3-yl)ethynyl)quinazolin-6-yl)acrylamide